C(C)(C)(C)OC(=O)N1CCC(CC1)CN 1-((tert-butoxy)carbonyl)-4-aminomethylpiperidine